methyl-((1s,3s)-2'-oxo-1'-(4-(trifluoromethyl)phenyl)-1',2'-dihydrospiro(cyclobutane-1,3'-pyrrolo[3,2-b]pyridin)-3-yl)carbamic acid tert-butyl ester C(C)(C)(C)OC(N(C1CC2(C(N(C=3C2=NC=CC3)C3=CC=C(C=C3)C(F)(F)F)=O)C1)C)=O